6-amino-4-methyl-2-(trifluoromethyl)-7,8-dihydro-6H-pyrazolo[1,5-a][1,3]diazepin-5-one NC1C(N(C=2N(CC1)N=C(C2)C(F)(F)F)C)=O